[(2S,3S,4R,5R)-5-[2-chloro-4-[[(1R)-1-(3-cyanophenyl)ethyl]-amino]pyrrolo[2,3-d]-pyrimidin-7-yl]-3,4-dihydroxy-tetrahydro-furan-2-yl]methyl-sulfonylmethylphosphonic acid ClC=1N=C(C2=C(N1)N(C=C2)[C@H]2[C@@H]([C@@H]([C@H](O2)CS(=O)(=O)CP(O)(O)=O)O)O)N[C@H](C)C2=CC(=CC=C2)C#N